5-vinyl-5H-thianthren-5-ium C(=C)[S+]1C=2C=CC=CC2SC2=CC=CC=C12